N1CC(C1)OC1=CN=C(S1)[C@H]1N([C@@H](CC2=C1NC1=CC=CC=C21)C)CC(C)(C)F 5-(Azetidin-3-yloxy)-2-((1S,3R)-2-(2-fluoro-2-methylpropyl)-3-methyl-2,3,4,9-tetrahydro-1H-pyrido[3,4-b]indol-1-yl)thiazole